CC1(CC1)NS(=O)(=O)N1CC2(C1)CN(C2)C(=O)N2CC1(C2)NC(OC1)=O N-(1-methylcyclopropyl)-6-(6-oxo-7-oxa-2,5-diazaspiro[3.4]octane-2-carbonyl)-2,6-diazaspiro[3.3]heptane-2-sulfonamide